p-diisopropylbenzene hydroperoxide [O-]O.C(C)(C)C1=CC=C(C=C1)C(C)C